3,5-dichloro-2-[6-[(2S)-2-(methoxymethyl)morpholin-4-yl]pyridazin-3-yl]phenol ClC=1C(=C(C=C(C1)Cl)O)C=1N=NC(=CC1)N1C[C@H](OCC1)COC